1-(6-((2-(1H-pyrazol-1-yl)benzyl)amino)-9-isopropyl-9H-purin-2-yl)-4-((dimethylamino)methyl)piperidin-4-ol N1(N=CC=C1)C1=C(CNC2=C3N=CN(C3=NC(=N2)N2CCC(CC2)(O)CN(C)C)C(C)C)C=CC=C1